(1aR,5aR)-2-(1,1-Dioxo-tetrahydro-1λ6-thiophen-3-yl)-1a,2,5,5a-tetrahydro-1H-2,3-diaza-cyclopropa[a]pentalene-4-carboxylic acid (tetrahydro-pyran-4-ylmethyl)-amide O1CCC(CC1)CNC(=O)C=1C=2C[C@@H]3[C@H](C2N(N1)C1CS(CC1)(=O)=O)C3